C(C)(=O)NC(CNC(OCC1=CC=CC=C1)=O)(C)C benzyl (2-acetamido-2-methylpropyl)carbamate